NC=1SC2=NC(=CC=C2N1)C1=CC=C(C=C1)N1C(OCC1)=O 3-(4-(2-aminothiazolo[5,4-b]pyridin-5-yl)phenyl)oxazolidin-2-one